C(CCCCCCCCCCCCCCCCC)(=O)[O-].C(CCCCCCCCCCCCCCCCC)(=O)[O-].[Li+].C[NH2+]C dimethyl-ammonium lithium distearate